mannitol hexaformate C(=O)O[C@H](COC=O)[C@@H](OC=O)[C@H](OC=O)[C@H](OC=O)COC=O